ClC1=CC=C(C=C1)C(C(=O)NC1(CCC1)C(=O)N[C@H](CCC(=O)O)C(=O)O)(C)C (1-(2-(4-chlorophenyl)-2-methylpropanamido)cyclobutane-1-carbonyl)-D-glutamic acid